4-((1-(tert-butyl)-3-((1s,4s)-4-((tert-butyldiphenyl-silyl)oxy)cyclohexyl)-1H-pyrazol-5-yl)amino)-2,3-dihydrobenzo[b]thiophene 1,1-dioxide C(C)(C)(C)N1N=C(C=C1NC1=CC=CC=2S(CCC21)(=O)=O)C2CCC(CC2)O[Si](C2=CC=CC=C2)(C2=CC=CC=C2)C(C)(C)C